ClC1=NC=C(C(=N1)NCC1=CC=C(C=C1)OCCOCC)OC 2-chloro-N-(4-(2-ethoxyethoxy)benzyl)-5-methoxypyrimidin-4-amine